2-(1-(Aminomethyl)cyclopropyl)-4-(6-(2,5-difluorophenyl)-6-(1-methyl-2-oxo-1,2-Dihydropyridin-3-yl)hex-1,3-diyn-1-yl)-1H-pyrrole NCC1(CC1)C=1NC=C(C1)C#CC#CCC(C=1C(N(C=CC1)C)=O)C1=C(C=CC(=C1)F)F